2-(acetyloxy)ethyl 3-[3-(5-{[(5-chlorothiophen-2-yl)methyl]amino}-1-(2,2-dimethylpropanoyl)-1H-pyrazol-3-yl)-2-oxo-1,2-dihydropyridin-1-yl]propanoate ClC1=CC=C(S1)CNC1=CC(=NN1C(C(C)(C)C)=O)C=1C(N(C=CC1)CCC(=O)OCCOC(C)=O)=O